C12(CC(C1)C2)N2C(C(N(CC2)CC2=NOC(=C2)C2=CC=C(C#N)C=C2)=O)=O 4-(3-((4-(bicyclo[1.1.1]pentan-1-yl)-2,3-dioxopiperazin-1-yl)methyl)isoxazol-5-yl)benzonitrile